C(C)OC(=O)C1=C(NC(=C1C1=CC=CC=C1)CCC)C 2-methyl-4-phenyl-5-propyl-1H-pyrrole-3-carboxylic acid ethyl ester